7,7-dimethyl-9-(trifluoromethyl)-6a,7,12,12a-tetrahydro-6H,13H-thiochromeno[3',4':5,6]thiopyrano[4,3-b]quinoline CC1(C2C(NC3=CC=C(C=C13)C(F)(F)F)C1=C(SC2)C=2C=CC=CC2SC1)C